C1C[C@@H]2[C@@H](C2COC(=O)NCCN)CCC#C1 (1R,8S,9S)-bicyclo[6.1.0]non-4-yn-9-ylmethyl (2-aminoethyl)carbamate